NC(COC1=CC=C(C=C1)NC1=CC=C(C=C1)CCNCC(O)C1=C2C=CC(NC2=C(C=C1)O)=O)(C)C 5-[2-(2-{4-[4-(2-amino-2-methyl-propoxy)-phenylamino]-phenyl}-ethylamino)-1-hydroxy-ethyl]-8-hydroxy-1H-quinolin-2-one